2-[1-[(2,4-dichlorophenyl)methyl]-5-oxopyrrolidin-2-yl]-N-[2-(dimethylamino)ethyl]-N-methylacetamide ClC1=C(C=CC(=C1)Cl)CN1C(CCC1=O)CC(=O)N(C)CCN(C)C